ClC1=CC=C(C=C1)C=1N=NN(N1)C1CCN(CC1)C(CC1=NC=NN1C)=O 1-(4-(5-(4-chlorophenyl)-2H-tetrazol-2-yl)piperidin-1-yl)-2-(1-methyl-1H-1,2,4-triazol-5-yl)ethan-1-one